O=C[C@H](O)CO (D)-glyceraldehyde